C(CCCCCCCC(CCCCCCCCC)O)O octadecane-1,9-diol